Heptyl 3-ethyl-7-(3-((3-heptyldecanoyl)oxy)propyl)-14-hexyl-12-oxo-11,13-dioxa-3,7-diazanonadecane-19-oate C(C)N(CC)CCCN(CCCOC(OC(CCCCC(=O)OCCCCCCC)CCCCCC)=O)CCCOC(CC(CCCCCCC)CCCCCCC)=O